ClC1=CC=C(C(=N1)C(=O)NS(=O)(=O)C)N[C@H](C)C=1C=C(C=C2C(N(C(=NC12)N1CCC(CC1)N1N=CN=C1C)C)=O)C (R)-6-chloro-3-((1-(3,6-dimethyl-2-(4-(5-methyl-1H-1,2,4-triazol-1-yl)piperidin-1-yl)-4-oxo-3,4-dihydroquinazolin-8-yl)ethyl)amino)-N-(methylsulfonyl)picolinamide